ClC=1C=C(C=CC1Cl)[C@]12CN(C[C@@H]2C1)CC(C)C (1S,5R)-1-(3,4-dichlorophenyl)-3-isobutyl-3-aza-bicyclo[3.1.0]hexane